C(CC(C)C)CC(C(=O)O)(C)C.C(C(C)(C)C)(=O)OCCCCCCCCCCCCCCCC(C)C isostearyl pivalate (Isoamyl Neopentanoate)